6-methoxy-2-(o-tolyl)-3,4-dihydronaphthalen-1(2H)-one COC=1C=C2CCC(C(C2=CC1)=O)C1=C(C=CC=C1)C